4-(3-(1-methylpiperidin-4-yl)azetidin-1-yl)-1,2-dihydro-3H-pyrrolo[3,4-c]pyridin-3-one CN1CCC(CC1)C1CN(C1)C1=NC=CC2=C1C(NC2)=O